OC1CCC(CC1)NCC1=NN2C(C(N1C)=O)=CC=C2 ((((1r,4r)-4-hydroxycyclohexyl)amino)methyl)-3-methylpyrrolo[2,1-f][1,2,4]triazin-4(3H)-one